IC=1C=NN(C1)CC#N (4-iodo-1H-pyrazol-1-yl)acetonitrile